tert-butyl 4-(2-(2-chloro-4-(7,7-difluoro-2-(methylsulfonyl)-6,7-dihydro-5H-cyclopenta[d]pyrimidin-4-yl)phenoxy)acetyl)piperazin-1-carboxylate ClC1=C(OCC(=O)N2CCN(CC2)C(=O)OC(C)(C)C)C=CC(=C1)C=1C2=C(N=C(N1)S(=O)(=O)C)C(CC2)(F)F